2,7-bis-fluorosulfonyloxynaphthalene FS(=O)(=O)OC1=CC2=CC(=CC=C2C=C1)OS(=O)(=O)F